butynyloxycoumarin ethyl-(2R)-2-[[(2R)-4-[5-[bis(2-chloroethyl)amino]-1-methyl-benzimidazol-2-yl]-2-(tert-butoxycarbonylamino)butanoyl]amino]-4-methyl-pentanoate C(C)OC([C@@H](CC(C)C)NC([C@@H](CCC1=NC2=C(N1C)C=CC(=C2)N(CCCl)CCCl)NC(=O)OC(C)(C)C)=O)=O.C(#CCC)OC=2C(OC1=CC=CC=C1C2)=O